C(C(C)C)(=O)OC(OC(NC(C(NC(COCC1=CC=CC=C1)C(=O)N1CCC2(CC1)CN(C1=CC=CC=C12)S(=O)(=O)C)=O)(C)C)=O)C 7,7-dimethyl-4-(1-(methylsulfonyl) spiro[indoline-3,4'-piperidine]-1'-carbonyl)-6,9-dioxo-1-phenyl-2,10-dioxa-5,8-diazadodecan-11-yl isobutyrate